N=1NN=NC1C1=CC=C(C=C1)[C@H](C)NC=1C2=C(N=CN1)SC=C2 N-[(1S)-1-[4-(2H-tetrazol-5-yl)phenyl]ethyl]thieno[2,3-d]pyrimidin-4-amine